4-(4-(3-isopropyl-2-(2-methylquinolin-4-yl)-1H-indol-5-yl)piperidine-1-carbonyl)-1-methylpyrrolidin-2-one C(C)(C)C1=C(NC2=CC=C(C=C12)C1CCN(CC1)C(=O)C1CC(N(C1)C)=O)C1=CC(=NC2=CC=CC=C12)C